FC1=C(C=C(C=2N1N=CC2C#N)C=2C=NC(=CC2)F)OCC(C)(C)O 7-fluoro-4-(6-fluoropyridin-3-yl)-6-(2-hydroxy-2-methylpropoxy)pyrazolo[1,5-a]pyridine-3-carbonitrile